3,9-divinyl-2,4,8,10-tetraoxaspiro-[5.5]undecane C(=C)C1OCC2(CO1)COC(OC2)C=C